1-(2-trimethylsilylethoxymethyl)indazole-5-thiol C[Si](CCOCN1N=CC2=CC(=CC=C12)S)(C)C